CN(CC#CC1=CC2=C(OC[C@@H](C(N2C)=O)NC(C2=NC=CC(=C2)OC2=CC=CC=C2)=O)C=C1)C (S)-N-(7-(3-(Dimethylamino)prop-1-yn-1-yl)-5-methyl-4-oxo-2,3,4,5-tetrahydrobenzo[b][1,4]oxazepin-3-yl)-4-phenoxypicolinamid